(1S,3R)-1-(4-bromo-2,6-difluorophenyl)-3-methyl-2-(2,2,2-trifluoroethyl)-2,3,4,9-tetrahydro-1H-pyridino[3,4-b]indole BrC1=CC(=C(C(=C1)F)[C@@H]1N([C@@H](CC2=C1NC1=CC=CC=C21)C)CC(F)(F)F)F